C([C@@H]([C@@H]1C(=O)C(=O)C(=O)O1)O)O L-Dehydroascorbate